C(CCCC)C(C(=O)O)CCCC.C(CCCCC)(=O)OCCCCC pentyl hexanoate (amyl hexanoate)